ClC=1C=CC(=NC1)C1CCN(CC1)C(=O)OC(C)(C)C tert-Butyl 4-(5-chloropyridin-2-yl)piperidine-1-carboxylate